tertiary butyl bromide C(C)(C)(C)Br